4-(8-chloroquinolin-3-yl)-8-fluoro-2,2-dimethylquinazoline-1(2H)-carbonitrile ClC=1C=CC=C2C=C(C=NC12)C1=NC(N(C2=C(C=CC=C12)F)C#N)(C)C